N1(CCOCC1)CCCNC(=O)C(=O)N N-(3-morpholinylpropyl)oxamide